[Ti].C(CCC)O 1-butanol titanium salt